N1=NCN2C1=CC=C2C(=O)[O-] pyrrolo[2,1-c][1,2,4]triazole-5-carboxylate